1-((4-bromo-3-((5-((tert-butyl(dimethyl)silyl)oxymethyl)-2-methyl-phenoxy)methyl)phenyl)methyl)-6-chloro-pyrazolo[3,4-d]pyrimidin-4-amine BrC1=C(C=C(C=C1)CN1N=CC=2C1=NC(=NC2N)Cl)COC2=C(C=CC(=C2)CO[Si](C)(C)C(C)(C)C)C